C(C)(=O)OCCCCCCCCCCCCCC (E)-tetradec-1-yl acetate